ClC=1C=CC(=C(C(=NO)N)C1)OC 5-chloro-N'-hydroxy-2-methoxybenzamidine